O(C1=CC=CC=C1)C1=CC2=C(N=C(S2)NC(=O)[C@H]2[C@H]([C@H]3C=C[C@@H]2C3)C(=O)[O-])C=C1 (1R,2S,3R,4S)-3-[(6-phenoxy-1,3-benzothiazol-2-yl)carbamoyl]bicyclo[2.2.1]hept-5-ene-2-carboxylate